(rac)-[4-[2-(4-methylmorpholin-2-yl)-3H-imidazo[4,5-b]pyridin-7-yl]-1-piperidyl]-[4-(trifluoromethoxy)phenyl]methanone CN1C[C@@H](OCC1)C1=NC=2C(=NC=CC2C2CCN(CC2)C(=O)C2=CC=C(C=C2)OC(F)(F)F)N1 |r|